3-(5-(((2S,5R)-5-isopropyl-3,6-dimethoxy-2,5-dihydropyrazin-2-yl)methyl)imidazo[1,2-a]pyridin-8-yl)-4-(trifluoromethyl)isoquinoline C(C)(C)[C@H]1N=C([C@@H](N=C1OC)CC1=CC=C(C=2N1C=CN2)C=2N=CC1=CC=CC=C1C2C(F)(F)F)OC